Cl.C(=O)=CCP(CC=C=O)CC=C=O tris(2-carbonylethyl)phosphorus Hydrochloride